2-(2-chloro-3-fluorobenzamido)-6-(2-(5,6,7,8-tetrahydro-1,8-naphthyridin-2-yl)ethoxy)hexanoic acid ClC1=C(C(=O)NC(C(=O)O)CCCCOCCC2=NC=3NCCCC3C=C2)C=CC=C1F